(Z)-3-(4-((6-((4-(2-(4-(1-(4-hydroxyphenyl)-2-phenylbut-1-en-1-yl)phenoxy)ethyl)piperazin-1-yl)methyl)pyridin-3-yl)methoxy)-1-oxoisoindolin-2-yl)piperidine-2,6-dione OC1=CC=C(C=C1)/C(=C(\CC)/C1=CC=CC=C1)/C1=CC=C(OCCN2CCN(CC2)CC2=CC=C(C=N2)COC2=C3CN(C(C3=CC=C2)=O)C2C(NC(CC2)=O)=O)C=C1